C(C)(C)(C)OC(=O)N1CCN(CC1)C1=CC=C(C=N1)B1OC(C)(C)C(C)(C)O1 6-(4-tert-butoxycarbonylpiperazin-1-yl)pyridine-3-boronic acid pinacol ester